FC=1C(=CC(C(C1)(F)F)([N+](=O)[O-])[N+](=O)[O-])F 1,5-difluoro-[2,5-bis-fluoro-4,4-dinitrobenzene]